FCCN1N=C(C=C1)NC(=O)C=1C(=CC=2N(C1)C=C(N2)C2CCOCC2)OC N-(1-(2-fluoroethyl)-1H-pyrazol-3-yl)-7-methoxy-2-(tetrahydro-2H-pyran-4-yl)imidazo[1,2-a]pyridine-6-carboxamide